(S)-2-(4-fluorophenyl)-2-(1-(2-(methoxymethyl)pyrrolidine-1-carbonyl)piperidin-4-ylidene)acetonitrile FC1=CC=C(C=C1)C(C#N)=C1CCN(CC1)C(=O)N1[C@@H](CCC1)COC